C(C)(C)(C)OC(=O)N1C=CC2=C1C(N(C=C2B2OC(C(O2)(C)C)(C)C)C)=O 6-methyl-7-oxo-4-(4,4,5,5-tetramethyl-1,3,2-dioxaborolan-2-yl)-6,7-dihydro-1H-pyrrolo[2,3-c]pyridine-1-carboxylic acid tert-butyl ester